Tert-butyl (2S,4R)-4-((tert-butyldiphenylsilyl)oxy)-2-carbamothioylpyrrolidine-1-carboxylate [Si](C1=CC=CC=C1)(C1=CC=CC=C1)(C(C)(C)C)O[C@@H]1C[C@H](N(C1)C(=O)OC(C)(C)C)C(N)=S